IC1=CN=C(N(C1=C=O)C)N1CCC2(C([C@@H](OC2)C)=O)CC1 (S)-8-(5-iodo-1-methyl-6-carbonyl-1,6-dihydropyrimidin-2-yl)-3-methyl-2-oxa-8-azaspiro[4.5]decan-4-one